silver-copper-cerium [Ce].[Cu].[Ag]